(3aR,4R,6aS)-hexahydrocyclopenta[c]pyrrol C1NC[C@H]2C1=CCC2